ClC=1C=C(C=NC1OCC1=CC(=C(C=C1)Cl)F)C1=NC=2N(C(NC(C2N1C)=O)=O)CC(C(F)(F)F)O 8-(5-chloro-6-((4-chloro-3-fluorobenzyl)oxy)pyridin-3-yl)-7-methyl-3-(3,3,3-trifluoro-2-hydroxypropyl)-3,7-dihydro-1H-purine-2,6-dione